C(C)(C)(C)C(CC)C(C(=O)O)(C(=O)O)CCC mono-t-butyl-dipropylmalonic acid